IC=1C(NC(N([C@H]2C[C@H](O)[C@@H](C(O)[Si](C3=CC=CC=C3)(C3=CC=CC=C3)C(C)(C)C)O2)C1)=O)=O 5-iodo-5'-TBDPS-2'-deoxyuridine